N-(1-(2-(1-(but-2-ynoyl)piperidin-4-yl)ethyl)-3-methyl-1H-indazol-6-yl)-5-methoxy-2,2-dimethyl-2H-chromene-6-carboxamide C(C#CC)(=O)N1CCC(CC1)CCN1N=C(C2=CC=C(C=C12)NC(=O)C=1C(=C2C=CC(OC2=CC1)(C)C)OC)C